NC1=C(SC2=NC(=CC=C21)C)C(=O)NC2CC=1C=CC(=NC1CC2)N2CC(CCC2)(COC)N 3-amino-N-{2-[3-amino-3-(methoxymethyl)piperidin-1-yl]-5,6,7,8-tetrahydroquinolin-6-yl}-6-methylthieno[2,3-b]pyridine-2-carboxamide